CN1N=CC(=C1)CN1C=2N(C=3C=CC(=CC3C1=O)S(=O)(=O)NC1(CC1)C)[C@H]1[C@@H](N2)COC1 (7aR,10aS)-6-((1-methyl-1H-pyrazol-4-yl)methyl)-N-(1-methylcyclopropyl)-5-oxo-5,6,7a,8,10,10a-hexahydrofuro[3',4':4,5]imidazo[1,2-a]quinazoline-3-sulfonamide